COC(=O)C1=CN(C(C=C1NC1CCN(CC1)C)=O)C1(CC1)C(F)(F)F 4-((1-methylpiperidin-4-yl)amino)-6-oxo-1-(1-(trifluoromethyl)cyclopropyl)-1,6-dihydropyridine-3-carboxylic acid methyl ester